C(C)N1C2=C([C@H](CC1=O)C1=CC=C(C=C1)F)C(=NN2C2=CC=CC=C2)[C@@H](C)N(C#N)C |o1:5| (4R*,5R*)-7-ethyl-4-(4-fluorophenyl)-3-((R)-1-(N-methylcyanamido)ethyl)-6-oxo-1-phenyl-4,5,6,7-tetrahydro-1H-pyrazolo[3,4-b]pyridine